[(2R)-1-methylpyrrolidin-2-yl]diphenylmethanol CN1[C@H](CCC1)C(O)(C1=CC=CC=C1)C1=CC=CC=C1